3-[(3-fluoro-2-methoxyphenyl)amino]-2-[2-(methylamino)pyrimidin-4-yl]-1H,5H,6H,7H-pyrrolo[3,2-c]pyridin-4-one FC=1C(=C(C=CC1)NC1=C(NC2=C1C(NCC2)=O)C2=NC(=NC=C2)NC)OC